FC(C=1C=CC(=NC1)N1CCN(CC1)C=1C2=C(N=CN1)C=CC(=N2)C2=CC(=NC=C2)N)(F)F 4-(4-(4-(5-(trifluoromethyl)pyridin-2-yl)piperazin-1-yl)pyrido[3,2-d]pyrimidin-6-yl)pyridin-2-amine